4-[3,5-bis(4-hydroxy-phenyl)phenyl]phenol OC1=CC=C(C=C1)C=1C=C(C=C(C1)C1=CC=C(C=C1)O)C1=CC=C(C=C1)O